3,3-dimethylpyrrolidin-2,5-dione hydrochloride Cl.CC1(C(NC(C1)=O)=O)C